2-n-propyl-1,3-butadiene C(CC)C(=C)C=C